2-(3,8-diazabicyclo[3.2.1]octan-8-yl)-N-cyclopentyl-5,7-dihydro-6H-pyrrolo[3,4-b]pyridine-6-carboxamide C12CNCC(CC1)N2C2=CC=C1C(=N2)CN(C1)C(=O)NC1CCCC1